NC1=C(C=C(N=N1)C1=C(C=CC=C1)O)N1CC2CCC(C1)N2C2=CC(=NC=C2)C#CCCN 2-(6-amino-5-(8-(2-(4-aminobut-1-yn-1-yl)pyridin-4-yl)-3,8-diazabicyclo[3.2.1]oct-3-yl)pyridazin-3-yl)phenol